(R)-1-tritylpyrrolidin-2-ylethanol C(C1=CC=CC=C1)(C1=CC=CC=C1)(C1=CC=CC=C1)N1C(CCC1)[C@@H](C)O